4-morpholinyl-benzamide tert-butyl-(S)-3-(2-(4-(3-ethyl-3-phenylpyrrolidin-1-yl)-6-methyl-2-oxopyridin-1(2H)-yl)ethyl)-2-oxo-1,3,8-triazaspiro[4.5]decane-8-carboxylate C(C)(C)(C)OC(=O)N1CCC2(CN(C(N2)=O)CCN2C(C=C(C=C2C)N2C[C@@](CC2)(C2=CC=CC=C2)CC)=O)CC1.N1(CCOCC1)C1=CC=C(C(=O)N)C=C1